C(C)C1(CN(C1)C(=O)OC(C)(C)C)NC(=O)C1=NN2C(C(NC(=C2)C2=CC3=CC=CC=C3C=C2)=O)=C1 tert.-Butyl 3-ethyl-3-({[6-(naphthalen-2-yl)-4-oxo-4,5-dihydropyrazolo[1,5-a]pyrazin-2-yl]carbonyl}-amino)azetidine-1-carboxylate